(diethoxy-3-glycidyloxypropyl)methylsilane C(C)OC(CC[SiH2]C)(OCC1CO1)OCC